C1(CC1)N1N=CC(=C1)[C@@H]1CN(C[C@@H](O1)C)C1=CC=2C(=NC(=C(N2)C)C)C(=N1)C1=C(C=C(C=C1)F)F (2R,6S)-2-(1-cyclopropyl-1H-pyrazol-4-yl)-4-(5-(2,4-difluorophenyl)-2,3-dimethylpyrido[3,4-b]pyrazin-7-yl)-6-methylmorpholine